(S)-2-(4-Cyclopropyl-1,2,3-thiadiazol-5-carboxamido)-N1-(1-(2-(2-adamantylamino)-2-oxoethyl)-2-oxo-1,2-dihydropyridin-3-yl)-N6-methyl-5-oxohexandiamid C1(CC1)C=1N=NSC1C(=O)N[C@H](C(=O)NC=1C(N(C=CC1)CC(=O)NC1C2CC3CC(CC1C3)C2)=O)CCC(C(=O)NC)=O